N[C@H](C(=O)N1[C@H]2C[C@H]2C[C@H]1C#N)C12CC3(CC(CC(C1)C3)C2)O (1S,3S,5S)-2-[(2S)-2-amino-2-(3-hydroxy-1-adamantyl)acetyl]-2-azabicyclo[3.1.0]hexane-3-carbonitrile